C1CCC2=NC3=C(N21)C=CC=C3 2,3-Dihydro-1H-pyrrolo[1,2-a]benzimidazole